OC1=C(C=CC(=C1)C(F)(F)F)C1=NN(C(=N1)C1=C(C=CC=C1)O)C1=C(C(=O)C2=CC=CC=C2)C=CC=C1 (3-(2-hydroxy-4-(trifluoromethyl)phenyl)-5-(2-hydroxyphenyl)-1H-1,2,4-triazole-1-yl)benzophenone